CC=1C=C(C=C(C1S(=O)(=O)N1CCCCC1)C)C=1N(C2=NC=C(C=C2C(C1C(=O)O)=O)[N+](=O)[O-])CC (3,5-dimethyl-4-(piperidin-1-ylsulfonyl)phenyl)-1-ethyl-6-nitro-4-oxo-1,4-dihydro-1,8-naphthyridine-3-carboxylic acid